ClC1=CC2=C(N(C(C3=C(N2CCCCNC/C=C/C(=O)OCC)C=CC=C3)=O)CCC3=CC=CC=C3)C=C1 ethyl (E)-4-{[4-(7-chloro-10-(2-phenylethyl)-11-oxo-10,11-dihydro-5H-dibenzo[b,e][1,4]diazepin-5-yl)butyl]amino}but-2-enoate